SC(C(C(C(C(=O)O)(S)S)(S)S)(S)S)(CCC)S octamercaptocaprylic acid